N1N=C(C=C1)COC1=C(C(=CC(=C1)O)O)C(=O)N1CCCC1 (2-((1H-pyrazol-3-yl)methoxy)-4,6-dihydroxyphenyl)(pyrrolidin-1-yl)methanone